C(C)(C)(C)ONC(CC(C(=O)N[C@H](C(=O)NCC1=CC=CC2=CC=CC=C12)COC)NC(CCCC1=CC=CC=C1)=O)=O N4-(tert-butoxy)-N1-((S)-3-methoxy-1-((naphthalen-1-ylmethyl)amino)-1-oxopropan-2-yl)-2-(4-phenylbutanamido)succinamide